COC1=NN(C=C1C(=O)NC1=NC(=CC=C1)C=1N2C(=NN1)CC[C@@H]2C)[C@H]2CN(CC2)C 3-methoxy-N-(6-((S)-5-methyl-6,7-dihydro-5H-pyrrolo[2,1-c][1,2,4]triazol-3-yl)pyridin-2-yl)-1-((R)-1-methylpyrrolidin-3-yl)-1H-pyrazole-4-carboxamide